2-hydroxyethyl methyl sulfate S(=O)(=O)(OCCO)OC